BrC1=CC(=C(C=C1)C=1N=NN(C1)CC1OCC(CO1)(C)C)CC 4-(4-bromo-2-ethylphenyl)-1-((5,5-dimethyl-1,3-dioxan-2-yl)methyl)-1H-1,2,3-triazole